1-bromo-3-tert-butoxy-benzene BrC1=CC(=CC=C1)OC(C)(C)C